ClC=1C=C(C=CC1)N1N=C(C=C1C)C(=O)N[C@H]1[C@H]2CC[C@@H](C1)N2C#N 1-(3-chlorophenyl)-N-((1R,2R,4S)-7-cyano-7-azabicyclo[2.2.1]heptan-2-yl)-5-methyl-1H-pyrazole-3-carboxamide